rac-N-{(7S,8R)-2-ethyl-8-[(2-fluoro[1,1'-biphenyl]-3-yl)methyl]-1,5-dioxo-1,2,5,6,7,8-hexahydroisoquinolin-7-yl}methanesulfonamide C(C)N1C(C=2[C@H]([C@H](CC(C2C=C1)=O)NS(=O)(=O)C)CC=1C(=C(C=CC1)C1=CC=CC=C1)F)=O |r|